5-methyl-4,6-nonanediol CC(C(CCC)O)C(CCC)O